(2R,4S)-4-(4-amino-3-((1-cyclopropyl-1H-benzo[d]imidazol-5-yl)ethynyl)-1H-pyrrolo[3,2-c]pyridin-1-yl)-2-(methoxymethyl)pyrrolidine-1-carboxylic acid tert-butyl ester C(C)(C)(C)OC(=O)N1[C@H](C[C@@H](C1)N1C=C(C=2C(=NC=CC21)N)C#CC2=CC1=C(N(C=N1)C1CC1)C=C2)COC